FC1=CC(=C(C(=O)OCC=C(C)C)C=C1F)I 3-Methylbut-2-enyl 4,5-difluoro-2-iodo-benzoate